FC(C1=CC=C(C=C1)/C=C/OB(O)O)(F)F trans-2-[4-(trifluoromethyl)phenyl]vinylboric acid